(1r,2s,5r)-N-(4-methoxyphenyl)-5-methyl-2-(1-methylethyl)cyclohexylformamide COC1=CC=C(C=C1)N(C=O)[C@H]1[C@@H](CC[C@H](C1)C)C(C)C